NC1=NC(=CC(N1)=O)C 2-amino-6-methylpyrimidin-4(3H)-one